BrC1=C(C=CC=C1COC1=CC(=C(C=O)C=C1Cl)O)C1=C(C(=CC=C1)C=1OC(=NN1)CO)C 4-((2-bromo-3'-(5-(hydroxymethyl)-1,3,4-oxadiazol-2-yl)-2'-methyl-[1,1'-biphenyl]-3-yl)methoxy)-5-chloro-2-hydroxybenzaldehyde